CC=1N=C(SC1C)S(=O)(=O)OC1=C(C(=C(C(=C1F)F)F)F)F perfluorophenyl 4,5-dimethylthiazole-2-sulfonate